2,6-diethylphenylbutylmagnesium C(C)C1=C(C(=CC=C1)CC)CCCC[Mg]